2-{[(αR)-6-[4-(2-hydroxy-2-methyl-propyl)-2,5-dioxo-imidazolidin-1-yl]-spiro[3.3]heptan-2-yl]oxy}pyridine-3-carboxamide OC(CC1NC(N(C1=O)C1CC2(CC(C2)OC2=NC=CC=C2C(=O)N)C1)=O)(C)C